C(OC1=CC=C2C3=C1O[C@@H]1[C@]34CCN(C([C@@]4(CCC1=O)O)C2)CC2CC2)(OCCCCCCCCCCCCCCCC)=O (4aS,7aR,12bS)-3-(cyclopropylmethyl)-4a-hydroxy-7-oxo-2,3,4,4a,5,6,7,7a-octahydro-1H-4,12-methanobenzofuro[3,2-e]isoquinolin-9-yl hexadecyl carbonate